N1(CCOCC1)C1=CC=CC=C1CC1=CC=C(C=C1)CC(CC)=O 4-morpholinbenzylphenyl-butanone